(S)-3-chloro-5-(4-(3-methylmorpholino)phenyl)pyridin-2-amine ClC=1C(=NC=C(C1)C1=CC=C(C=C1)N1[C@H](COCC1)C)N